7-cyclopropyl-2-methyl-N-[4-(4-methylsulfonyl-2-thienyl)-5-(trifluoromethyl)pyrimidin-2-yl]-3,4-dihydro-1H-isoquinolin-6-amine C1(CC1)C1=C(C=C2CCN(CC2=C1)C)NC1=NC=C(C(=N1)C=1SC=C(C1)S(=O)(=O)C)C(F)(F)F